2-({1-[3-(azetidin-1-yl)-7-methylquinoxalin-5-yl]ethyl}amino)-benzoic acid N1(CCC1)C=1C=NC2=CC(=CC(=C2N1)C(C)NC1=C(C(=O)O)C=CC=C1)C